3-iodo-1-methyl-indazol-6-amine IC1=NN(C2=CC(=CC=C12)N)C